tert-Butyl (2-(2-chloro-4-((furan-2-ylmethyl)amino)-7-((2-(trimethylsilyl)ethoxy)methyl)-7H-pyrrolo[2,3-d]pyrimidin-6-yl)ethyl)(methyl)carbamate ClC=1N=C(C2=C(N1)N(C(=C2)CCN(C(OC(C)(C)C)=O)C)COCC[Si](C)(C)C)NCC=2OC=CC2